3-(4-Chloro-phenyl)-adamantane-1-carboxylic acid (1-methyl-piperidin-4-yl)-amide CN1CCC(CC1)NC(=O)C12CC3(CC(CC(C1)C3)C2)C2=CC=C(C=C2)Cl